5-bromo-N-(3,4-difluorobenzyl)-2,3-dihydro-1H-inden-1-amine BrC=1C=C2CCC(C2=CC1)NCC1=CC(=C(C=C1)F)F